CC1(OB(OC1(C)C)C=1CC(CC1)C=1C=NC=CC1)C 3-(3-(4,4,5,5-Tetramethyl-1,3,2-dioxaborolan-2-yl)cyclopent-3-en-1-yl)pyridine